(±)-3-(5-chloro-2-methoxyphenyl)-1,3-dihydro-3-fluoro-6-iodo-2H-indol-2-one ClC=1C=CC(=C(C1)[C@]1(C(NC2=CC(=CC=C12)I)=O)F)OC |r|